9-amino-6-bromo-3,4-dihydro-acridin-1(2H)-one NC=1C2=CC=C(C=C2N=C2CCCC(C12)=O)Br